N1(C=NC=C1)C1=NC=CC(=N1)C(=O)NC1CCC(CC1)(C)OC 2-(1H-imidazol-1-yl)-N-((1r,4r)-4-methoxy-4-methylcyclohexyl)pyrimidine-4-carboxamide